N-(4-methoxy-2-(4-morpholinopiperidine-1-yl)-5-((6-((R)-3-(2,3,6-trifluorophenyl)isoxazolidine-2-yl)pyrimidine-4-yl)amino)phenyl)acrylamide COC1=CC(=C(C=C1NC1=NC=NC(=C1)N1OCC[C@@H]1C1=C(C(=CC=C1F)F)F)NC(C=C)=O)N1CCC(CC1)N1CCOCC1